deoxycholine CC[N+](C)(C)C